C(C)[C@]1(C(OCC=2C(N3CC=4C(=NC=5C=C(C(=CC5C4C4=CC=C(C=C4)N)C)F)C3=CC21)=O)=O)O (S)-4-ethyl-8-fluoro-4-hydroxy-11-(4-aminophenyl)-9-methyl-1,12-dihydro-14H-pyrano[3',4':6,7]indolizino[1,2-b]quinoline-3,14(4H)-dione